CC1=C(OC(C(=O)O)CC)C(=CC(=C1)CN1CCN(CC1)CC1=CC=C(C=C1)C(F)(F)F)C 2-(2,6-Dimethyl-4-((4-(4-(trifluoromethyl)benzyl)piperazin-1-yl)methyl)phenoxy)butyric acid